tert-butyl 4-{8-[({8-fluoro-2-methylimidazo[1,2-a]pyridin-6-yl}amino)methyl]cinnolin-5-yl}piperazine-1-carboxylate FC=1C=2N(C=C(C1)NCC=1C=CC(=C3C=CN=NC13)N1CCN(CC1)C(=O)OC(C)(C)C)C=C(N2)C